(S)-N-((S)-1-(2-fluoro-4-(pentafluoro-λ6-sulfanyl)phenyl)ethyl)-2-methylpropane-2-sulfinamide FC1=C(C=CC(=C1)S(F)(F)(F)(F)F)[C@H](C)N[S@@](=O)C(C)(C)C